CC(CC1=CC=CC=C1)N2CCC[C@H]2C(=O)NC(=O)[C@H](CC3C=NC=N3)NC(=O)[C@@H]4CCC(=O)N4 L-Histidyl-N-(1-methyl-2-phenylethyl)-5-oxo-L-prolyl-L-prolinamide